(S)-1'-(6-amino-5-((2-amino-3-chloropyridin-4-yl)thio)pyrazin-2-yl)-5,7-dihydro-1H-spiro[indeno[5,6-d]imidazole-6,4'-piperidin]-7-amine NC1=C(N=CC(=N1)N1CCC2(CC1)CC1=CC3=C(NC=N3)C=C1[C@H]2N)SC2=C(C(=NC=C2)N)Cl